4-Amino-1-(4-cyclopropylphenyl)-2-oxo-7-(trifluoromethyl)-1,2-dihydroquinoline-3-carboxylic acid methyl ester COC(=O)C=1C(N(C2=CC(=CC=C2C1N)C(F)(F)F)C1=CC=C(C=C1)C1CC1)=O